FC1=CC(=C(OCCCC(C(=O)O)(C)C)C=C1C)C 5-(4-fluoro-2,5-dimethylphenoxy)-2,2-dimethylpentanoic acid